CN(C1CCC(CC1)NC1=NC=C(C=N1)/C=C/C1=C(C(=NC(=C1)C)C=1C=CC=C(C1)S(=O)(=O)N)F)C 5-((E)-2-(2-(((1r,4r)-4-(dimethylamino)cyclohexyl)amino)pyrimidin-5-yl)vinyl-3-fluoro-6-methylpyridin-2-yl)benzenesulfonamide